Manganous Sulphate S(=O)(=O)([O-])[O-].[Mn+2]